ClC1=C(C=C(OCCCC2=C(NC3=C(C=CC=C23)C=2C(=NN(C2C)C)C)C(=O)O)C=C1C)C 3-(3-(4-chloro-3,5-dimethylphenoxy)propyl)-7-(1,3,5-trimethyl-1H-pyrazol-4-yl)-1H-indole-2-carboxylic acid